BrCC([C@H](CCC(=O)OCC1=CC=CC=C1)NC(=O)OC(C)(C)C)=O Benzyl (S)-6-bromo-4-((tert-butoxycarbonyl)amino)-5-oxohexanoate